NN1C(N(N=CC1=O)C1=CC(=C(C(=C1)C)OC1=CNC(C(=C1)C(C)C)=O)C)=O amino-2-(4-((5-isopropyl-6-oxo-1,6-dihydropyridin-3-yl)oxy)-3,5-dimethylphenyl)-1,2,4-triazine-3,5(2H,4H)-dione